COC1=CC=C(C=N1)CN[C@@H]1[C@@H](CCCC1)OC=1C=C2CN(C(C2=CC1)=O)C1C(NC(CC1)=O)=O 3-(5-(((1R,2S)-2-(((6-methoxypyridin-3-yl)methyl)amino)cyclohexyl)oxy)-1-oxoisoindolin-2-yl)piperidine-2,6-dione